4-bromo-1-(pyrrolidin-3-yl)-1H-pyrazole BrC=1C=NN(C1)C1CNCC1